CN(C(C(=O)NC(CC1=NC=CC=C1)C1=CC=CC=C1)C)C 2-(dimethylamino)-N-(2-(2-pyridyl)-1-(phenyl)ethyl)propanamide